[(3R,9aS)-3-(3-Chloro-4-fluorophenyl)-3,4,6,7,9,9a-hexahydro-1H-pyrazino[2,1-c][1,4]oxazin-8-yl]-[2-chloro-3-(3-hydroxyazetidin-1-yl)phenyl]methanon ClC=1C=C(C=CC1F)[C@@H]1CN2[C@H](CO1)CN(CC2)C(=O)C2=C(C(=CC=C2)N2CC(C2)O)Cl